3-((2-butylheptyl)oxy)propan-1-ol C(CCC)C(COCCCO)CCCCC